2,4-diaminophenol hydrochloride Cl.NC1=C(C=CC(=C1)N)O